N1(N=CN=C1)C(=O)OC1CCC(CC1)CN1CCN(CC1)C1=C(C=C(C=C1)NC1C(NC(CC1)=O)=O)F [4-[[4-[4-[(2,6-dioxo-3-piperidyl)amino]-2-fluoro-phenyl]piperazin-1-yl]methyl]cyclohexyl] 1,2,4-triazole-1-carboxylate